1-((4-(1-methyl-1H-pyrazol-4-yl)phenyl)sulfonyl)piperidine CN1N=CC(=C1)C1=CC=C(C=C1)S(=O)(=O)N1CCCCC1